ClC1=C(C(=CC=C1Cl)F)[C@@H](NC(=O)[C@@H]1[C@@H](C[C@@H](C1)NCC1=CC=C(C=C1)OC)CO)C1(CCCC1)C (1S,2R,4S)-N-((S)-(2,3-dichloro-6-fluorophenyl)(1-methylcyclopentyl)methyl)-2-(hydroxymethyl)-4-((4-methoxybenzyl)amino)cyclopentane-1-carboxamide